Allyl (S)-(5-(benzyloxy)-2-(2-(hydroxymethyl)piperidine-1-carbonyl)-4-methoxyphenyl)carbamate C(C1=CC=CC=C1)OC=1C(=CC(=C(C1)NC(OCC=C)=O)C(=O)N1[C@@H](CCCC1)CO)OC